2-methoxyethyl 4-(((3R,4R)-1-(2-cyanoacetyl)-4-methylpiperidin-3-yl)(methyl)amino)-1H-pyrrolo[2,3-b]pyridine-5-carboxylate C(#N)CC(=O)N1C[C@@H]([C@@H](CC1)C)N(C1=C2C(=NC=C1C(=O)OCCOC)NC=C2)C